C(C)(C)(C)C1=C(CC2=C(C=CC=C2)CC2=CC(=CC(=C2)O)O)C(=CC(C1)(O)O)C(C)(C)C 2,6-di-tert-butyl-4-hydroxy-4-hydroxybenzyl-3,5-di-hydroxybenzyl-benzene